C1COC2COC3=C(C21)C=CC=C3C(=O)O 1,3a,4,9b-tetrahydro-2H-furo[2,3-c]benzopyran-6-carboxylic acid